CN1[C@H]2[C@@](CCC1)(CCC2)COC=2N=C(C1=C(N2)C(=C(N=C1)C1=C(C=CC(=C1)O)C1CCC1)F)N1C[C@@](CCC1)(O)C (3R)-1-(2-{[(4as,7ar)-1-methyl-octahydro-1H-cyclopenta[b]pyridin-4a-yl]methoxy}-7-(2-cyclobutyl-5-hydroxyphenyl)-8-fluoropyrido[4,3-d]pyrimidin-4-yl)-3-methylpiperidin-3-ol